CC1(O[C@@H]2[C@H](O1)CCC2=O)C (3aR,6aR)-2,2-dimethyltetrahydro-3aH-cyclopenta[d][1,3]dioxol-4(6aH)-one